tert-butyl (E)-(6-(3-((2-amino-4-fluorophenyl)amino)-3-oxoprop-1-en-1-yl)-1,2,3,4-tetrahydronaphthalen-1-yl)(2-(2-methyl-1H-indol-3-yl)ethyl)carbamate NC1=C(C=CC(=C1)F)NC(/C=C/C=1C=C2CCCC(C2=CC1)N(C(OC(C)(C)C)=O)CCC1=C(NC2=CC=CC=C12)C)=O